FC(OC1=C(C=C(C=C1)OC(F)F)C1=NN(C=C1NC(=O)C=1C=NN2C1N=CC=C2)CC=2N=NN(N2)C2CN(C2)C[C@H]2N(CCC2)C)F |r| N-[3-[2,5-bis(difluoromethoxy)phenyl]-1-[[2-[1-[[rac-(2S)-1-methylpyrrolidin-2-yl]methyl]azetidin-3-yl]tetrazol-5-yl]methyl]pyrazol-4-yl]pyrazolo[1,5-a]pyrimidine-3-carboxamide